N1[C@@H](CCC1)C(=O)[O-].[Zn+2].N1[C@@H](CCC1)C(=O)[O-] zinc L-proline salt